2-((1H-indol-3-yl)methylene)-N-(3,4-difluorophenyl)hydrazine-1-carboxamide N1C=C(C2=CC=CC=C12)C=NNC(=O)NC1=CC(=C(C=C1)F)F